3-[4-(4-methylpiperazin-1-yl)phenyl]phenyl-N-methyl-L-phenylalanine CN1CCN(CC1)C1=CC=C(C=C1)C=1C=C(C=CC1)N([C@@H](CC1=CC=CC=C1)C(=O)O)C